2-((1r,4r)-4-ethynyl-1-hydroxycyclohexyl)ethyl pivalate C(C(C)(C)C)(=O)OCCC1(CCC(CC1)C#C)O